C(C)(=O)N[C@H](C(=O)N[C@H](C(=O)NCC=1C=C(OC2C3CN(CC3C2)C(=O)OC(C)(C)C)C=CC1C)CCC1=CC=CC=C1)CC(=O)OC(C)(C)C tert-butyl 6-(3-(((S)-2-((S)-2-acetamido-4-(tert-butoxy)-4-oxobutanamido)-4-phenylbutanamido)methyl)-4-methylphenoxy)-3-azabicyclo[3.2.0]heptane-3-carboxylate